3-(4-(aminomethyl)-2-chloro-6-fluorophenyl)piperidine-2,6-dione NCC1=CC(=C(C(=C1)F)C1C(NC(CC1)=O)=O)Cl